FC1=CC2=C(N(C(C(N2C)=O)=O)C2CCN(CC2)C2=NC=CC(=N2)N2CCCC2)N=C1 7-Fluoro-1-methyl-4-(1-(4-(pyrrolidin-1-yl)pyrimidin-2-yl)piperidin-4-yl)-1,4-Dihydropyrido[2,3-b]pyrazine-2,3-dione